4-Methyl-6-sulfamoyl-6-azaspiro[2.5]octane-1-carboxylic acid CC1C2(CC2C(=O)O)CCN(C1)S(N)(=O)=O